(1-methylcyclopropyl)methyl cis-2-(biphenyl-3-ylmethyl)-3-((methylsulfonyl) amino)pyrrolidine-1-carboxylate C1(=CC(=CC=C1)C[C@@H]1N(CC[C@@H]1NS(=O)(=O)C)C(=O)OCC1(CC1)C)C1=CC=CC=C1